FC(C1=NN(C=C1N1N=NC(=C1)C1=NNC=C1)C1CCC(CC1)CO)F 3-(1-(3-(Difluoromethyl)-1-((1r,4r)-4-(hydroxymethyl)cyclohexyl)-1H-pyrazol-4-yl)-1H-1,2,3-triazol-4-yl)pyrazole